FC=1C=C(C=NC1)C1=NC=C(C(=N1)C(F)(F)F)NC(=O)C1CC1 N-[2-(5-fluoro-3-pyridyl)-4-(trifluoromethyl)-pyrimidin-5-yl]cyclopropanecarboxamide